COC(=O)C1=NC=C(C(=C1)N(C)C)C=C 4-(dimethylamino)-5-vinylpyridine-carboxylic acid methyl ester